The molecule is an anionic unsymmetrical C7 cyanine dye having differentially substituted indoleinine groups at each end. It has a role as a fluorochrome. It is an organosulfonate oxoanion, an indolium ion and a cyanine dye. CCN\\1C2=C(C3=C(C=C2)C(=CC(=C3)S(=O)(=O)[O-])S(=O)(=O)[O-])C(/C1=C\\C=C\\C=C\\C=C\\C4=[N+](C5=C(C4(C)C)C=C(C=C5)NC(=O)CI)C)(C)C